tert-Butyl(3-((2-chloro-5-fluorophenyl)(hydroxy)methyl)-2-(hydroxymethyl)phenyl)carbamate C(C)(C)(C)OC(NC1=C(C(=CC=C1)C(O)C1=C(C=CC(=C1)F)Cl)CO)=O